S(=O)(=O)(O)O.NN1CC(=CC(=C1)OC)Br 1-amino-3-bromo-5-methoxypyridine hydrogensulfate